CC=1SC=2N(C3=C(NC(C2N1)=O)C=NC(=N3)NC3=CC=C(C=C3)N3CCN(CC3)C)C 2,4-dimethyl-6-((4-(4-methylpiperazin-1-yl)phenyl)amino)-4,9-dihydro-10H-pyrimido[5,4-b]thiazolo[5,4-e][1,4]diazepin-10-one